(3-chloro-6-methoxypyridin-2-yl)(7-{[2-(4-isopropylphenyl)imidazo[1,2-a]pyrimidin-3-yl]methyl}-3-oxo-7,9-diazabicyclo[3.3.1]non-9-yl)methanone ClC=1C(=NC(=CC1)OC)C(=O)N1C2CC(CC1CN(C2)CC2=C(N=C1N2C=CC=N1)C1=CC=C(C=C1)C(C)C)=O